[2,2'-bis(trifluoromethyl)biphenyl-4,4'-diyl]bis(1,3-dioxo-1,3-dihydroisobenzofuran-5-carboxamide) FC(C1=C(C=CC(=C1)C1=C2C(OC(C2=CC=C1C(=O)N)=O)=O)C1=C(C=C(C=C1)C1=C2C(OC(C2=CC=C1C(=O)N)=O)=O)C(F)(F)F)(F)F